4-[[2-(4-Chlorophenyl)acetyl]amino]-N-(1-cyanocyclopropyl)pyridin ClC1=CC=C(C=C1)CC(=O)NC1=CCN(C=C1)C1(CC1)C#N